OCCCC(C(=O)N)=C hydroxypropylacrylamide